COC(C1=CC(=CC(=C1)C(F)(F)F)C(F)(F)F)=O.N=1C=2N(C=CC1N1CCN(CC1)CC(=O)NC(C1CCCCC1)C1CCCCC1)C1=C(N2)C=CC=C1 2-(4-(benzo[4,5]imidazo[1,2-a]pyrimidin-2-yl)piperazin-1-yl)-N-(dicyclohexylmethyl)acetamide methyl-3,5-bis(trifluoromethyl)benzoate